C(CCCCCCCCCCCCCC)N1C=[N+](C=C1)CCCCCCCCCCCCCCC 1,3-dipentadecylimidazolium